C(C=C)NC=1C=2N(C=C(N1)Cl)N=CC2C=C N-allyl-6-chloro-3-vinylpyrazolo[1,5-a]pyrazin-4-amine